3-hydroxy-4-methylpyridine sulfate S(=O)(=O)(O)O.OC=1C=NC=CC1C